6-chloro-2-(2-methoxyethyl)-5-nitro-2H-indazole ClC=1C(=CC2=CN(N=C2C1)CCOC)[N+](=O)[O-]